perfluoro-hexanone lithium [Li].FC(C(C(C(C(C(F)(F)F)(F)F)(F)F)(F)F)=O)(F)F